C(C=C)[C@]1(CN(C[C@@H]1CO[Si](C)(C)C(C)(C)C)C(=O)OC(C)(C)C)N(C(=O)OCC1=CC=CC=C1)CC=C tert-butyl (3S,4S)-3-allyl-3-(allyl((benzyloxy)carbonyl)amino)-4-(((tert-butyldimethylsilyl)oxy)methyl)pyrrolidine-1-carboxylate